3-(5-(4-(4-aminobutyl)piperazin-1-yl)-1-oxoisoindolin-2-yl)piperidine-2,6-dione NCCCCN1CCN(CC1)C=1C=C2CN(C(C2=CC1)=O)C1C(NC(CC1)=O)=O